(5-bromo-6-(hydroxymethyl)pyridin-2-yl)(tert-butoxycarbonyl)carbamic acid tert-butyl ester C(C)(C)(C)OC(N(C(=O)OC(C)(C)C)C1=NC(=C(C=C1)Br)CO)=O